(1S,3S)-N'-(4-chlorobenzylidene)-1-methyl-2,3,4,9-tetrahydropyrido[3,4-b]indole-3-formhydrazide ClC1=CC=C(C=NNC(=O)[C@@H]2CC3=C(NC4=CC=CC=C34)[C@@H](N2)C)C=C1